C(C1=CC=CC=C1)N([C@H]1CN(C[C@H]1C)C(=O)OC(C)(C)C)C tert-butyl (3R,4R)-3-(benzyl(methyl)amino)-4-methylpyrrolidine-1-carboxylate